BrC1=C(C=CC=C1)C1=C(C=CC=C1)C 2-bromo-2'-methyl-1,1'-biphenyl